5,10,15,20-tetrakis(4-methoxyphenyl)-21H,23H-porphyrin iron (III) chloride [Fe](Cl)(Cl)Cl.COC1=CC=C(C=C1)C=1C2=CC=C(N2)C(=C2C=CC(C(=C3C=CC(=C(C=4C=CC1N4)C4=CC=C(C=C4)OC)N3)C3=CC=C(C=C3)OC)=N2)C2=CC=C(C=C2)OC